4-Cyclohexanedi[methylamine] C1(CCC(CC1)CN)CN